CSC1=NC(=CC(=N1)N)N1N=CC=C1 2-(methylthio)-6-(1H-pyrazol-1-yl)pyrimidin-4-amine